FC=1C=C(C=C(C1)F)[C@H]1N(OCC1)C(=O)[C@@H]1CC[C@H](CC1)CN1C=NC2=C1C=C(C=C2F)C(=O)N trans-1-((4-((S)-3-(3,5-difluorophenyl)isoxazolidine-2-carbonyl)cyclohexyl)methyl)-4-fluoro-1H-benzo[d]imidazole-6-carboxamide